BrC=1C=CC(=NC1)N1C[C@@H](CC1)O (R)-1-(5-Bromopyridin-2-yl)pyrrolidin-3-ol